C(C)(C)N1CCC(CC1)C1=NC=C(C=N1)B1OC(C(O1)(C)C)(C)C 2-(1-isopropylpiperidin-4-yl)-5-(4,4,5,5-tetramethyl-1,3,2-dioxaborolan-2-yl)pyrimidine